COC(CN(CCC(C(=O)O)NC1=NC=NC=C1)CCCCC1=NC=2NCCCC2C=C1)C 4-((2-methoxypropyl)(4-(5,6,7,8-tetrahydro-1,8-naphthyridin-2-yl)butyl)amino)-2-(pyrimidin-4-ylamino)butyric acid